C(CC)NCCCOCCCNC(OC(C)(C)C)=O tert-butyl (3-(3-(propylamino)propoxy)propyl)carbamate